2-aminoethyl-(tri-tetradecyloxysilane) NCC[Si](OCCCCCCCCCCCCCC)(OCCCCCCCCCCCCCC)OCCCCCCCCCCCCCC